ClC(C(=O)OC)(CC)Cl methyl 2,2-Dichlorobutyrate